O=C(CN(S(=O)(=O)C)C=1C=C(C(=O)OC2=CC=C(C=C2)[N+](=O)[O-])C=CC1)NC1=C(C=CC=C1)SC1=CC=CC=C1 4-Nitrophenyl 3-(N-(2-oxo-2-((2-(phenylthio)phenyl)amino)ethyl)methylsulfonamido)benzoate